(2S)-2-Methylcyclohexan-1-amine C[C@@H]1C(CCCC1)N